dimethyl-[1,2-bis(diphenylphosphino)ethane] nickel [Ni].CC(C(P(C1=CC=CC=C1)C1=CC=CC=C1)C)P(C1=CC=CC=C1)C1=CC=CC=C1